methyl 1-(2-((tert-butyldiphenylsilyl)oxy)ethyl)-1H-pyrazole-3-carboxylate [Si](C1=CC=CC=C1)(C1=CC=CC=C1)(C(C)(C)C)OCCN1N=C(C=C1)C(=O)OC